C(C)OC(=O)C1=NC=CC=C1OC(F)(F)F (trifluoromethoxy)pyridinecarboxylic acid ethyl ester